CC1C(CC2CC(CC12)C=1N=CN(C1C(NC1=CC(=C(C=C1)F)Cl)=O)C)(O)C#CC(=O)OC1=CC=C(CC1(C)CSCCCCCCCC)CSCCCCCCCC 2,4-bis(octylthiomethyl)o-cresol methyl-3-(5-(5-((3-chloro-4-fluorophenyl)carbamoyl)-1-methyl-1H-imidazol-4-yl)-2-hydroxyoctahydropentalen-2-yl)propiolate